(4-Fluorophenyl)(6-methylpyridin-2-yl)methanol FC1=CC=C(C=C1)C(O)C1=NC(=CC=C1)C